4,4-dimethyl-2,6-di(thiophen-2-ylmethylene)cyclohexanone CC1(CC(C(C(C1)=CC=1SC=CC1)=O)=CC=1SC=CC1)C